dimethylbismuthanylsulfanyl(dimethyl)bismuthane C[Bi](C)S[Bi](C)C